4-((4-(1-Isopropyl-1H-pyrazol-4-yl)pyridin-2-yl)((4-(4-isopropylphenyl)bicyclo[2.2.2]octan-1-yl)methyl)carbamoyl)cyclohexyl trans-3-hydroxyazetidine-1-carboxylate OC1CN(C1)C(=O)OC1CCC(CC1)C(N(CC12CCC(CC1)(CC2)C2=CC=C(C=C2)C(C)C)C2=NC=CC(=C2)C=2C=NN(C2)C(C)C)=O